7,7-dimethylbenzo[c]fluorene CC1(C=2C=CC=CC2C=2C3=C(C=CC12)C=CC=C3)C